2,5,8-trioxaundecane COCCOCCOCCC